5-(Isoxazolidin-3-yl)pyridine-3-carboxamide TFA salt OC(=O)C(F)(F)F.O1NC(CC1)C=1C=C(C=NC1)C(=O)N